Br.Br.NCC1CC2=C(N=C(S2)N)CC1 6-(aminomethyl)-4,5,6,7-tetrahydrobenzo[d]thiazol-2-amine dihydrobromide salt